FC(OC1=CC(=NN1)NC1=NC(=CN=C1)O[C@@H](C)[C@H]1COCC1)F N-(5-(difluoromethoxy)-1H-pyrazol-3-yl)-6-((S)-1-((R)-tetrahydrofuran-3-yl)ethoxy)pyrazin-2-amine